CS(=O)(=O)N1CC(C1)N 1-(methylsulfonyl)-azetidin-3-amine